N,N-diacetoxyethyl-m-toluidine CC1=CC(=CC=C1)N(CCOC(=O)C)CCOC(=O)C